3-(2,6-dimethoxyphenyl)-5-{[4-(5-fluoro-2-oxo-1,2-dihydropyridin-1-yl)phenyl]methyl}-6-hydroxy-2-(3-methylbutyl)-3,4-dihydropyrimidin-4-one COC1=C(C(=CC=C1)OC)N1C(=NC(=C(C1=O)CC1=CC=C(C=C1)N1C(C=CC(=C1)F)=O)O)CCC(C)C